5-methyl-2'-deoxy-5'-aminouridine CC=1C(NC(N([C@H]2C[C@H](O)[C@@H](C(O)N)O2)C1)=O)=O